NC1=NC(=C(C=2N1N=C(N2)CC2=NC=CC=C2F)C=2C=CC(N(C2)C)=O)C2=C(C=CC=C2)Cl 5-(5-amino-7-(2-chlorophenyl)-2-((3-fluoropyridin-2-yl)methyl)-[1,2,4]triazolo[1,5-c]pyrimidin-8-yl)-1-methylpyridin-2(1H)-one